p-(hydroxymethyl)acetophenone OCC1=CC=C(C=C1)C(C)=O